cis-2,6-dimethylpiperidine-4-carboxylate CC1NC(CC(C1)C(=O)[O-])C